C(C)(=O)NCC(=O)C1C(C2=CC=C(C=C2C1=O)OC=1C=C2C(C(C(C2=CC1)=O)C(CNC(C)=O)=O)=O)=O N-[2-(5-{[2-(2-acetamidoacetyl)-1,3-dioxo-2,3-dihydro-1H-inden-5-yl]oxy}-1,3-dioxo-2,3-dihydro-1H-inden-2-yl)-2-oxoethyl]acetamide